5-(3-(ethylsulfanyl)-5-(1-methyl-1H-pyrazol-5-yl)pyridin-2-yl)-2-(trifluoromethyl)pyrazolo[1,5-a]pyrimidine C(C)SC=1C(=NC=C(C1)C1=CC=NN1C)C1=NC=2N(C=C1)N=C(C2)C(F)(F)F